4-chloro-N-[2-(1,2-dihydro-2-oxo-4-quinolinyl)ethyl]benzamide ClC1=CC=C(C(=O)NCCC2=CC(NC3=CC=CC=C23)=O)C=C1